tert-butyl (S)-3-((4-((4-([1,2,4]triazolo[1,5-a]pyridin-7-yloxy)-3-methylphenyl)amino)quinazolin-6-yl)oxy)pyrrolidine-1-carboxylate N=1C=NN2C1C=C(C=C2)OC2=C(C=C(C=C2)NC2=NC=NC1=CC=C(C=C21)O[C@@H]2CN(CC2)C(=O)OC(C)(C)C)C